methylimidazole cobalt trichloride [Co](Cl)(Cl)Cl.CC=1NC=CN1